NC1=CC(=C(C(=S)O)C=C1CC)OC 4-amino-2-methoxy-5-ethylthiobenzoic acid